BrC1=CC=2N(C=C1)C(=NC2)C 7-bromo-3-methylimidazo[1,5-a]pyridine